Methyl 5-methoxy-2,2-dimethyl-2H-chromene-6-carboxylate COC1=C2C=CC(OC2=CC=C1C(=O)OC)(C)C